4-(2-oxo-3-bornylidenemethyl)-benzenesulphonic acid O=C1C2(CCC(C1=CC1=CC=C(C=C1)S(=O)(=O)O)C2(C)C)C